5,6,7,8-tetrafluoro-1-chloro-4-(N-phenyl-2-carbazolyl)phthalazine FC1=C2C(=NN=C(C2=C(C(=C1F)F)F)Cl)C1=CC=2N(C3=CC=CC=C3C2C=C1)C1=CC=CC=C1